ClC(CCCl)O 1,3-Dichloropropanol